NC1=C(C=C(C2=CC=CC=C12)S(=O)(=O)O)N=NC=1C=NC(=CC1)C1=C(C=CC=C1)OCCC 4-amino-3-[6-(2-propoxyphenyl)pyridine-3-ylazo]naphthalene-1-sulfonic acid